3-chloro-4-(6-((6-(1,1-difluoro-2-hydroxyethyl)pyrimidin-4-yl)amino)-1H-pyrazolo[4,3-c]pyridin-1-yl)-5-fluorobenzonitrile ClC=1C=C(C#N)C=C(C1N1N=CC=2C=NC(=CC21)NC2=NC=NC(=C2)C(CO)(F)F)F